[6-(4-tert-butylpyrazol-1-yl)-5-methylpyridin-3-yl]-[4-(5-chloro-[1,3]oxazolo[4,5-b]pyridin-2-yl)piperazin-1-yl]methanone C(C)(C)(C)C=1C=NN(C1)C1=C(C=C(C=N1)C(=O)N1CCN(CC1)C=1OC=2C(=NC(=CC2)Cl)N1)C